ClC=1C=CN2C(=NN=C(C21)C2=C(C=C(C=C2)C(F)(F)F)OCOC)N[C@H]2CN(CCC2)C 8-chloro-1-[2-(methoxymethoxy)-4-(trifluoromethyl)phenyl]-N-[(3R)-1-methyl-3-piperidinyl]pyrrolo[1,2-d][1,2,4]triazin-4-amine